4-amino-7-chloro-N-((2R)-1-methoxy-2-propanyl)-N-((6-(trifluoromethyl)-3-pyridazinyl)methyl)-1,3-dihydrofuro[3,4-c]quinoline-8-carboxamide NC1=NC=2C=C(C(=CC2C2=C1COC2)C(=O)N(CC=2N=NC(=CC2)C(F)(F)F)[C@@H](COC)C)Cl